(+)-apigenin O1C(=CC(=O)C=2C(O)=CC(O)=CC12)C1=CC=C(O)C=C1